5-cyclopropyl-11-(piperazin-1-yl)-5H-dibenzo[b,e][1,4]diazepine C1(CC1)N1C2=C(N=C(C3=C1C=CC=C3)N3CCNCC3)C=CC=C2